ClC1=C(C=CC=C1F)[C@]12CN(C[C@@H]2C1)C1=NN=C(N1C=1C=NC(=CC1)OC)COC (1S,5R)-1-(2-chloro-3-fluorophenyl)-3-(5-(methoxymethyl)-4-(6-methoxypyridin-3-yl)-4H-1,2,4-triazol-3-yl)-3-azabicyclo[3.1.0]hexane